COC(=O)C=1C=NC(=C(C1)CCC(C1=CC=CC=C1)Cl)N 6-Amino-5-(3-chloro-3-phenylpropyl)pyridine-3-carboxylic acid methyl ester